FC1=C(C(=O)NC=2N(N=C3C2N=CC(=C3)[C@@H](C)O)C3=CC=CC=C3)C=C(C(=C1)C(F)(F)F)C1=NC=CC=N1 |o1:15| (R or S)-2-fluoro-N-[6-(1-hydroxyethyl)-2-phenyl-2H-pyrazolo[4,3-b]pyridin-3-yl]-5-pyrimidin-2-yl-4-(trifluoromethyl)benzamide